BrCC(=O)N[C@@H](C)C1=CC(=CC(=C1)F)F (S)-2-bromo-N-(1-(3,5-difluorophenyl)ethyl)acetamide